O=S1(N(CCC1)C=1C=NN2C1CN([C@H](C2)C)C(=O)NC2=CC(=C(C=C2)F)C(F)(F)F)=O (6S)-3-(1,1-dioxo-1,2-thiazolidin-2-yl)-N-[4-fluoro-3-(trifluoromethyl)phenyl]-6-methyl-6,7-dihydro-4H-pyrazolo[1,5-a]pyrazine-5-carboxamide